bisquinoline iridium [Ir].N1=CC=CC2=CC=CC=C12.N1=CC=CC2=CC=CC=C12